1-trifluoromethyl-4-[(phenylsulfonyl)ethynyl]benzene (S)-methyl-2-(4-(6-((4-cyano-2-fluorobenzyl)oxy)pyridin-2-yl)phenoxy)-1-(oxetan-2-ylmethyl)-1H-benzo[d]imidazole-6-carboxylate COC(=O)C=1C=CC2=C(N(C(=N2)OC2=CC=C(C=C2)C2=NC(=CC=C2)OCC2=C(C=C(C=C2)C#N)F)C[C@H]2OCC2)C1.FC(C1=CC=C(C=C1)C#CS(=O)(=O)C1=CC=CC=C1)(F)F